(4-methoxy-4-(4-(trifluoromethyl)phenyl)piperidin-1-yl)(4-(3-methoxyoxetan-3-yl)phenyl)methanone COC1(CCN(CC1)C(=O)C1=CC=C(C=C1)C1(COC1)OC)C1=CC=C(C=C1)C(F)(F)F